2-biphenyl-3-yl-4,6-dichloro-[1,3,5]-triazine C1(=CC(=CC=C1)C1=NC(=NC(=N1)Cl)Cl)C1=CC=CC=C1